4-[[3-[4-[2-[4-[[1-[3-amino-5-(3-fluorophenyl)pyridine-2-carbonyl]-4-piperidyl]oxy]-1-piperidyl]acetyl]piperazine-1-carbonyl]-4-fluoro-phenyl]methyl]-2H-phthalazin-1-one NC=1C(=NC=C(C1)C1=CC(=CC=C1)F)C(=O)N1CCC(CC1)OC1CCN(CC1)CC(=O)N1CCN(CC1)C(=O)C=1C=C(C=CC1F)CC1=NNC(C2=CC=CC=C12)=O